CC1=C(C2=C(N=CN=C2NC2(CC2)C)O1)C(=O)NC(C)C=1C=NC=NC1 6-methyl-4-[(1-methylcyclopropyl)amino]-N-[1-(pyrimidin-5-yl)ethyl]furo[2,3-d]pyrimidine-5-carboxamide